CC=1OC(=CC1C(=O)NC1=NC(=NS1)CC(C)N1CCCC1)C1=CC(=CC=C1)C#N 2-methyl-5-(3-cyanophenyl)-N-(3-(2-(pyrrolidin-1-yl)propyl)-1,2,4-thiadiazol-5-yl)furan-3-carboxamide